C(C)OC(=O)C1=C(NC(=C1C)C(C(N[C@H](C(F)(F)F)C)=O)=O)C (S)-2,4-dimethyl-5-(2-oxo-2-((1,1,1-trifluoropropan-2-yl)amino)acetyl)-1H-pyrrole-3-carboxylic acid ethyl ester